rac-7-methyl-7-((methyl(2-oxo-2-(4-(5-(trifluoromethyl)pyrimidin-2-yl)piperazin-1-yl)ethyl)amino)methyl)-4-(trifluoromethyl)-2,5,6,7-tetrahydro-3H-cyclopenta[c]pyridazin-3-one C[C@@]1(CCC=2C1=NNC(C2C(F)(F)F)=O)CN(CC(N2CCN(CC2)C2=NC=C(C=N2)C(F)(F)F)=O)C |r|